2-(6-bromo-8-fluoro-2-methylquinolin-3-yl)propan-2-ol BrC=1C=C2C=C(C(=NC2=C(C1)F)C)C(C)(C)O